C1(=CC=C2C=CC=CC=C12)[Ti](CC=C)(CC=C)CC=C azulenyltriallyl-titanium